tert-butyl (2-amino-5-(4-((2-methoxyethyl)(methyl)amino)piperidin-1-yl)phenyl)carbamate NC1=C(C=C(C=C1)N1CCC(CC1)N(C)CCOC)NC(OC(C)(C)C)=O